1-(4-isopropyl-3,4-dihydroquinoxalin-1(2H)-yl)-3-(pyrrolidin-1-yl)propan-1-one C(C)(C)N1CCN(C2=CC=CC=C12)C(CCN1CCCC1)=O